C(C)OC1=CC=C(C=C1)\N=C\1/S\C(\C(N1C)=O)=C/C1=CN(C2=CC=CC=C12)CC(=O)O 2-(3-((Z)-((Z)-2-((4-ethoxyphenyl)imino)-3-methyl-4-oxothiazolidin-5-ylidene)methyl)-1H-indol-1-yl)acetic acid